CN1C[C@@H]([C@@H](CC1)NC1=C2C=C(N(C2=CC=C1)CC(F)(F)F)C1=NOC(=N1)CNC(=O)C=1SC(=CC1)C(C)(C)O)C N-{[3-(4-{[(3S,4R)-1,3-dimethylpiperidin-4-yl]amino}-1-(2,2,2-trifluoroethyl)-1H-indol-2-yl)-1,2,4-oxadiazol-5-yl]methyl}-5-(2-hydroxypropan-2-yl)thiophene-2-carboxamide